N-[1-(2-aminoethyl)-3-[6-(difluoromethoxy)-3,4-dihydro-2H-1,4-benzothiazin-7-yl]-1H-pyrazol-4-yl]Pyrazolo[1,5-a]Pyrimidine-3-carboxamide NCCN1N=C(C(=C1)NC(=O)C=1C=NN2C1N=CC=C2)C2=CC1=C(NCCS1)C=C2OC(F)F